bis(2,6-diisopropylphenyl)bis(propoxymethyl)silane C(C)(C)C1=C(C(=CC=C1)C(C)C)[Si](COCCC)(COCCC)C1=C(C=CC=C1C(C)C)C(C)C